(5-(methylthio)-1,3,4-thiadiazol-2-yl)benzo[c]isoxazole-3-carboxamide CSC1=NN=C(S1)C1=CC=CC2=NOC(=C21)C(=O)N